N-(1H-indol-5-yl)-2-phenyl-6-(p-tolyl)benzo[b]Thiophene-3-carboxamide N1C=CC2=CC(=CC=C12)NC(=O)C=1C2=C(SC1C1=CC=CC=C1)C=C(C=C2)C2=CC=C(C=C2)C